N[C@H]1[C@@H](CCCC1)C1=C(C=2N=C(N=C(C2N1C(F)F)NCC1=CC=CC=C1)Cl)Cl 6-((1r,2r)-2-aminocyclohexyl)-N-benzyl-2,7-dichloro-5-(difluoromethyl)-5H-pyrrolo[3,2-d]pyrimidin-4-amine